P(OC1=C(C=C(C=C1)C(C)(C)C)C(C)(C)C)(OC1=C(C=C(C=C1)C(C)(C)C)C(C)(C)C)OC1=C(C=C(C=C1)C(C)(C)C)C(C)(C)C tris-[2,4-di-tert-butylphenyl] phosphite